O=C1OC2=C(N1)C=CC(=C2)N2CCC(CC2)CCN2CCN(CC2)C(=O)OCC2=CC=CC=C2 benzyl 4-(2-(1-(2-oxo-2,3-dihydrobenzo[d]oxazol-6-yl)piperidin-4-yl)ethyl)piperazine-1-carboxylate